1-ethyl-5-ethynyl-2-(trifluoromethyl)-1H-benzo[d]imidazole C(C)N1C(=NC2=C1C=CC(=C2)C#C)C(F)(F)F